tert-butyl 7-hydroxy-6,11-dioxo-6,11-dihydro-5H-benzo[b]carbazole-2-carboxylate OC1=CC=CC2=C1C(C=1NC3=CC=C(C=C3C1C2=O)C(=O)OC(C)(C)C)=O